5-(3-methylpyridin-2-yl)-2H-pyrazolo[3,4-b]pyridin CC=1C(=NC=CC1)C1=CC=2C(N=C1)=NNC2